C(C)C=1N(C=CN1)CC1=C(C=C(C=C1)C1=C(SC(=C1)CC(C)C)S(=O)(=O)N)F 3-{4-[(2-ethyl-1H-imidazol-1-yl)methyl]-3-fluorophenyl}-5-(2-methylpropyl)thiophene-2-sulfonamide